FC(C(=O)N)(C)O fluoro-Z-hydroxy-propanamide